C(=O)(O)CN([C@@H](CCC(=O)O)C(=O)O)CC(=O)O N,N-bis(carboxymethyl)-glutamic acid